6-(tert-butyl)-10-(3-methoxypropoxy)-2-oxo-6,7-dihydro-2H-pyrido[2',1':3,4]pyrazino[1,2-b]indazole-3-carboxylic acid C(C)(C)(C)C1N2C(C=3N(N=C4C(=CC=CC34)OCCCOC)C1)=CC(C(=C2)C(=O)O)=O